B/1=N/C=C\C=C/C=C1 borazocine